ClC1=C2CC[C@]3(CCC=4C(=NC(=NC4[C@H]3F)SC)Cl)C2=CC=C1 (1S,8'S)-4,4'-dichloro-8'-fluoro-2'-(methylsulfanyl)-2,3,5',8'-tetrahydro-6'H-spiro[indene-1,7'-quinazoline]